C(C)(C)(C)NC1=NC=C2N=C(N(C2=N1)C1CCNCC1)NC1=CC=C(C=C1)Cl N2-tert-butyl-N8-(4-chlorophenyl)-9-(piperidin-4-yl)-9H-purine-2,8-diamine